C1(=CC=CC=C1)C12CC3(CC(CC(C1)C3)C2)N 3-phenyladamantan-1-amine